Dibutyltin Bis(trifluoromethanesulfonate) FC(S(=O)(=O)[O-])(F)F.FC(S(=O)(=O)[O-])(F)F.C(CCC)[Sn+2]CCCC